(R)-[2-Chloro-4-fluoro-5-(7-morpholin-4-yl-quinazolin-4-yl)-phenyl]-(4-hydroxymethyl-thiazol-2-yl)-methanol ClC1=C(C=C(C(=C1)F)C1=NC=NC2=CC(=CC=C12)N1CCOCC1)[C@@H](O)C=1SC=C(N1)CO